BrC1=CC2=C(N(C(N2C2CN(C2)C2COC2)=O)CC2=NC=C(C=C2)C=2OC(=NN2)C(F)F)C=C1F 5-bromo-1-((5-(5-(difluoromethyl)-1,3,4-oxadiazole-2-yl)pyridine-2-yl)methyl)-6-fluoro-3-(1-(oxetan-3-yl)azetidine-3-yl)-1,3-dihydro-2H-benzo[d]imidazole-2-one